N1N=CC(=C1)C1=NC=CC(=N1)N 2-(1H-pyrazol-4-yl)pyrimidin-4-amine